NC=1SC2=C(N1)C=CC(=C2)OC 2-amino-6-methoxy-benzothiazole